C(C)(C)S(=O)(=O)C1=CC=C(C=C1)C1=CC(=NC2=C(N=CC=C12)C1=CC=NN1)N1[C@@H](COCC1)C 4-[4-(isopropylsulfonyl)phenyl]-2-[(3R)-3-methylmorpholin-4-yl]-8-(1H-pyrazol-5-yl)-1,7-naphthyridine